3-(2,2'-dimethoxyethylthio)propylamine sulfate S(=O)(=O)(O)O.COC(CSCCCN)OC